FC1=C(C=C(CC2=NNC(C3=CC=C(C=C23)NCC#C)=O)C=C1)C(=O)N1CC=2N(CC1)C(=NN2)C(F)(F)F 4-(4-Fluoro-3-(3-(trifluoromethyl)-5,6,7,8-tetrahydro-[1,2,4]triazolo[4,3-a]pyrazine-7-carbonyl)benzyl)-6-(prop-2-yn-1-ylamino)phthalazin-1(2H)-one